2-(p-tolyl)diazene C1(=CC=C(C=C1)N=N)C